thiosilicate [Si]([S-])([O-])([O-])[O-]